FC1([C@H](C2=C(N(N=C2C(F)(F)F)CCC=2C=NOC2)C1)O)F (4S)-5,5-difluoro-1-[2-(1,2-oxazol-4-yl)ethyl]-3-(trifluoromethyl)-4,6-dihydro-cyclopenta[c]pyrazol-4-ol